tert-butyl N-[6-(1-hydroxypropan-2-yl)-7-methylthieno[3,2-c]pyridazin-4-yl]-N-(thiophen-2-ylmethyl)carbamate OCC(C)C1=C(C=2N=NC=C(C2S1)N(C(OC(C)(C)C)=O)CC=1SC=CC1)C